C(CCC)OC1=CC(=C(CCN2[C@@H](CCCC2)CO)C(=C1)F)F (2S,3R,4R,5S)-1-(4-butoxy-2,6-difluorophenethyl)-2-(hydroxymethyl)piperidine